[(3R,9aS)-3-(3-chloro-4-fluoro-phenyl)-3-hydroxy-1,4,6,7,9,9a-hexahydropyrazino[2,1-c][1,4]oxazin-8-yl]-(2-chloro-6-fluoro-3-methoxy-phenyl)methanone ClC=1C=C(C=CC1F)[C@@]1(CN2[C@H](CO1)CN(CC2)C(=O)C2=C(C(=CC=C2F)OC)Cl)O